iron-silicon dioxide [Si](=O)=O.[Fe]